trans-methyl 4-(2-(2-(4-chlorophenoxy)acetyl)hydrazinecarbonyl)cyclohexanecarboxylate ClC1=CC=C(OCC(=O)NNC(=O)[C@@H]2CC[C@H](CC2)C(=O)OC)C=C1